(Z)-2-hydroxy-4-(3,5,7-trihydroxy-4-oxo-4H-chromen-2-yl)phenyl 2-(N-(2-(acetylthio)vinyl)formamido)acetate C(C)(=O)S\C=C/N(C=O)CC(=O)OC1=C(C=C(C=C1)C=1OC2=CC(=CC(=C2C(C1O)=O)O)O)O